C(C)(C)(C)[Si](O[C@H](C)C[C@@H](C)SC)(C)C tert-butyldimethyl-(((2R,4R)-4-(methylthio)pent-2-yl)oxy)silane